(S)-(6-(4-hydroxypiperidin-1-yl)pyrazolo[1,5-a]pyridin-3-yl)(4-(4-methylbenzo[d]oxazol-2-yl)-6,7-dihydro-1H-imidazo[4,5-c]pyridin-5(4H)-yl)methanone OC1CCN(CC1)C=1C=CC=2N(C1)N=CC2C(=O)N2[C@@H](C1=C(CC2)NC=N1)C=1OC2=C(N1)C(=CC=C2)C